OC1=C(C(=C(C=C1)C(=O)O)C(=O)O)C(=O)O 4-hydroxy-benzene-1,2,3-tricarboxylic acid